(4-chloro-3-fluorophenyl)-4-bromo-1-methyl-1H-imidazole-5-carboxamide ClC1=C(C=C(C=C1)C=1N(C(=C(N1)Br)C(=O)N)C)F